(3S,4S)-(+)-2,5-dimethylhexanediamine dihydrochloride Cl.Cl.CC(C(N)N)CCC(C)C